(S)-N-(1-(dimethylamino)-3-(4-methoxyphenyl)propan-2-yl)acetamide CN(C[C@H](CC1=CC=C(C=C1)OC)NC(C)=O)C